FC1=CC=CC(=N1)C=1C=C2C(=NC1)NC(N2CC(CC)=O)=O 6-(6-Fluoro-2-pyridyl)-1-(2-oxobutyl)-3H-imidazo[4,5-b]pyridin-2-one